[2,4]Benzodiazepine C=1NC=NC=C2C1C=CC=C2